FC1=CC=C(C=C1)CN1[C@H]2[C@@H]3CC[C@H]([C@H]2C(=C(C1=O)C1=NS(C2=C(N1)C=CC(=C2)NS(=O)(=O)C)(=O)=O)O)C3 N-[3-[(1R,2S,7R,8S)-3-[(4-fluorophenyl)methyl]-6-hydroxy-4-oxo-3-azatricyclo[6.2.1.02,7]undec-5-en-5-yl]-1,1-dioxo-4H-1lambda6,2,4-benzothiadiazin-7-yl]methanesulfonamide